diethyl 1-phenyl-1H-1,2,4-triazol-3-yl phosphate P(=O)(OCC)(OCC)OC1=NN(C=N1)C1=CC=CC=C1